C(CCCCCCCCCCCCCCC)(=O)OC[C@@H](OCCCCCCCCCCCCCCCC)COP(=O)([O-])OCC[N+](C)(C)C 1-palmitoyl-2-hexadecyl-sn-glycero-3-phosphocholine